C(C)C1=C(C=C)C=CC=C1 (Z)-2-ethyl-styrene